C1C(C=CC2=CC(=CC=C12)C#N)C#N 1,2-dihydronaphthalene-2,6-dinitrile